2,6-dibenzyloxy-3-[4-(4,4,5,5-tetramethyl-1,3,2-dioxaborolan-2-yl)phenyl]pyridine C(C1=CC=CC=C1)OC1=NC(=CC=C1C1=CC=C(C=C1)B1OC(C(O1)(C)C)(C)C)OCC1=CC=CC=C1